NC(=O)OCC1=C(N2C(C(C2SC1)(NC(CC=1SC=CC1)=O)OC)=O)C(=O)O 3-[[(Aminocarbonyl)oxy]methyl]-7-methoxy-8-oxo-7-[(2-thienylacetyl)amino]-5-thia-1-azabicyclo[4.2.0]oct-2-ene-2-carboxylic acid